N-[2-amino-5-(4-pyridinyl)phenyl]-4-(methylsulfonyl)benzamide NC1=C(C=C(C=C1)C1=CC=NC=C1)NC(C1=CC=C(C=C1)S(=O)(=O)C)=O